ClC1=CC(=C(COC2=NC=CC(=N2)C2=CC(=C(C=3CCOC32)CC3=NC2=C(N3C[C@H]3OCC3)C=C(C=C2OC(C)C)C(=O)O)F)C=C1)F (S)-2-((7-(2-((4-chloro-2-fluorobenzyl)oxy)-pyrimidin-4-yl)-5-fluoro-2,3-dihydrobenzofuran-4-yl)methyl)-4-isopropoxy-1-(oxetane-2-ylmethyl)-1H-benzo[d]imidazole-6-carboxylic acid